CN1C[C@H]([C@@H](C1)C1=C(C=CC=C1)C(F)(F)F)N trans-1-methyl-4-(2-(trifluoromethyl)phenyl)-pyrrolidin-3-amine